[N+](=O)([O-])C1=CC=C(C=C1)N1C(CCCC1)=O 1-(4-nitrophenyl)-2-piperidone